3-((4-(4-(3-(1-benzylpiperidin-4-yl)propionyl)phenyl)piperidin-1-yl)methyl)-1-methyl-1H-indole-5-carbonitrile C(C1=CC=CC=C1)N1CCC(CC1)CCC(=O)C1=CC=C(C=C1)C1CCN(CC1)CC1=CN(C2=CC=C(C=C12)C#N)C